BrC1=C(C=CC(=C1)Cl)N1N=CC(=C1)NS(=O)(=O)C N-[1-(2-BROMO-4-CHLOROPHENYL)PYRAZOL-4-YL]METHANESULFONAMIDE